5-methoxy-1H-pyrrolo[3,2-b]pyridine-2-carboxylic acid COC1=CC=C2C(=N1)C=C(N2)C(=O)O